C(C1=CC=CC=C1)OC1=CC2=C(C(=C(S2=O)C2=CC=C(C=C2)F)OC2=CC=C(C=C2)Br)C=C1 6-(benzyloxy)-3-(4-bromophenoxy)-2-(4-fluorophenyl)-benzothiophen-1-one